C(C1=CC=CC=C1)[C@H](NC([C@@H](NC([C@@H](NC(OCC1C2=CC=CC=C2C=2C=CC=CC12)=O)CCCCNC(\C=C\C=1C=NC=CC1)=O)=O)CCC(=O)OC)=O)C(=O)OC(C)(C)C tert-butyl (5S,8S,11S)-11-benzyl-1-(9H-fluoren-9-yl)-8-(3-methoxy-3-oxopropyl)-3,6,9-trioxo-5-(4-((E)-3-(pyridin-3-yl)acrylamido)butyl)-2-oxa-4,7,10-triazadodecan-12-oate